tert-butyl (1S,5R)-7-amino-3-oxa-9-azabicyclo[3.3.1]nonane-9-carboxylate NC1C[C@@H]2COC[C@H](C1)N2C(=O)OC(C)(C)C